benzyl (2R,3S)-2-((((CIS)-4-(3-fluorophenyl)cyclohexyl)oxy)methyl)-3-(N-(4-methoxybenzyl)-methylsulfonamido)pyrrolidine-1-carboxylate FC=1C=C(C=CC1)[C@H]1CC[C@H](CC1)OC[C@@H]1N(CC[C@@H]1N(S(=O)(=O)C)CC1=CC=C(C=C1)OC)C(=O)OCC1=CC=CC=C1